The molecule is a vinca alkaloid that is vindoline in which the acetate ester group at position 17 has been hydrolysed to give the corresponding secondary alcohol. It is a vinca alkaloid, an organic heteropentacyclic compound, a methyl ester, a tertiary alcohol and a secondary alcohol. It derives from a vindoline. It is a conjugate base of a 17-O-deacetylvindolinium. CC[C@@]12C=CCN3[C@@H]1[C@]4(CC3)[C@H]([C@]([C@@H]2O)(C(=O)OC)O)N(C5=C4C=CC(=C5)OC)C